3-(3-butenyl)-5-methyl-1-oxa-5-azaspiro[5.5]undec-7,10-diene-4,9-dione C(CC=C)C1COC2(N(C1=O)C)C=CC(C=C2)=O